thieno[2,3-c]pyran-3-carboxamide S1C=C(C2=C1COC=C2)C(=O)N